difluorocarboxymethyl-tri-n-propyl-ammonium FC(CC)([N+](CCC)(CCC)CC(=O)O)F